SCCC(C(CO)CC)O 2-mercaptoethyl-2-ethyl-1,3-propanediol